3-((2-(1H-pyrrol-3-yl)quinazolin-4-yl)amino)propan-1-ol N1C=C(C=C1)C1=NC2=CC=CC=C2C(=N1)NCCCO